(R)-norleucinol N[C@H](CCCC)CO